methyl 5-methoxy-3-oxopentanoate COCCC(CC(=O)OC)=O